2-(2-bromo-7-oxo-5H-pyrrolo[3,4-b]pyridin-6-yl)-2-[5-fluoro-2-(methoxymethoxy)phenyl]N-(2-pyridyl)acetamide BrC1=CC=C2C(=N1)C(N(C2)C(C(=O)NC2=NC=CC=C2)C2=C(C=CC(=C2)F)OCOC)=O